(4-methyl)phenyl-3-ferrocenyl-ketene benzyl-4-(7-bromo-2,6-dichloro-8-fluoroquinazolin-4-yl)-5-((3-hydroxypropyl)(methyl)carbamoyl)-2-methylpiperazine-1-carboxylate C(C1=CC=CC=C1)OC(=O)N1C(CN(C(C1)C(N(C)CCCO)=O)C1=NC(=NC2=C(C(=C(C=C12)Cl)Br)F)Cl)C.CC1=CC=C(C=C1)C(=C=O)C1=C[CH-]C=C1.[CH-]1C=CC=C1.[Fe+2]